COC(=O)C1N(CC(C1)C1=CC(=C(C=C1)OC(F)F)OC([2H])([2H])C1CC1)C(C)=O 1-acetyl-4-(3-(cyclopropyl-(1,1-dideutero)methoxy)-4-(difluoromethoxy)phenyl)pyrrolidine-2-carboxylic acid methyl ester